isopropyl (((benzyloxy)methyl) (phenoxy)phosphoryl)-L-alaninate C(C1=CC=CC=C1)OCP(=O)(OC1=CC=CC=C1)N[C@@H](C)C(=O)OC(C)C